3-(4-methoxyphenyl)-1H-imidazo[4,5-b]pyridin-2(3H)-one COC1=CC=C(C=C1)N1C(NC=2C1=NC=CC2)=O